4-(4-((4'-Chloro-4,4-dimethyl-3,4,5,6-tetrahydro-[1,1'-biphenyl]-2-yl)methyl)piperazin-1-yl)benzidine ClC1=CC=C(C=C1)C1=C(CC(CC1)(C)C)CN1CCN(CC1)C1(CC=C(C=C1)C1=CC=C(N)C=C1)N